CC1=CC=C(C=C1)S(=O)(=O)OCCCCCCCCCN=[N+]=[N-] 9-azidononyl 4-methylbenzenesulfonate